7-[4-(tert-butoxycarbonyl)piperazin-1-yl]-2-[4-(3-fluorophenoxy)phenyl]-4,5,6,7-tetrahydro-2H-pyrazolo[4,3-b]pyridine-3-carboxylic acid C(C)(C)(C)OC(=O)N1CCN(CC1)C1C=2C(NCC1)=C(N(N2)C2=CC=C(C=C2)OC2=CC(=CC=C2)F)C(=O)O